CN(C\C=C\S(=O)(=O)CCNC)C (E)-N,N-dimethyl-3-((2-(methylamino)ethyl)sulfonyl)prop-2-en-1-amine